NC=1C(=C(C#N)C=CC1C(C)C)C(C)C 3-amino-2,4-bis(prop-2-yl)benzonitrile